lithium ethylene glycol diethyl ether C(C)OCCOCC.[Li]